ClC=1C(=NC=CC1OC1=CC=C(C=N1)N)N=C(C1=CC=CC=C1)C1=CC=CC=C1 6-((3-chloro-2-((diphenylmethylene)amino)pyridin-4-yl)oxy)pyridin-3-amine